6-[5-(difluoromethyl)-1,3,4-oxadiazol-2-yl]-2-[(1RS,2RS)-2-hydroxy-2-phenyl-1-(pyridin-2-yl)ethyl]-2,3-dihydro-1H-isoindol-1-one FC(C1=NN=C(O1)C1=CC=C2CN(C(C2=C1)=O)[C@@H]([C@@H](C1=CC=CC=C1)O)C1=NC=CC=C1)F |r|